N-(3-(5-chloro-1H-indol-3-yl)propyl)-4-((3-morpholinophenyl)amino)benzenesulfonamide ClC=1C=C2C(=CNC2=CC1)CCCNS(=O)(=O)C1=CC=C(C=C1)NC1=CC(=CC=C1)N1CCOCC1